C1(=C(C=CC=C1C)C)CC1NCCC1 2-(2,6-xylylmethyl)pyrrolidine